[N+](=O)([O-])C1=CC=C(O1)C(=O)N1CCN(CC1)C1=CC=C(C(=O)OCC)C=C1 Ethyl 4-[4-(5-nitrofuran-2-carbonyl)piperazin-1-yl]benzoate